(E)-N-(4-(8-(4-chloro-6-ethyl-1-methyl-1H-benzo[d]imidazol-5-yl)indolizine-3-carbonyl)-2,6-difluorophenyl)-4-(((1r,4r)-4-methoxycyclohexyl)amino)but-2-enamide ClC1=C(C(=CC=2N(C=NC21)C)CC)C2=CC=CN1C(=CC=C21)C(=O)C2=CC(=C(C(=C2)F)NC(\C=C\CNC2CCC(CC2)OC)=O)F